cyclopropyl-3H-imidazole C1(CC1)C1=NC=CN1